{4-[(p-acetylbenzoyloxy)methyl]tricyclo[5.2.1.02,6]dec-8-yl}methyl p-acetylbenzoate C(C)(=O)C1=CC=C(C(=O)OCC2C3C4CC(CC4C(C2)C3)COC(C3=CC=C(C=C3)C(C)=O)=O)C=C1